2-[2-(6-hydroxybenzo[1,3]dioxole-5-yl)-2H-benzotriazole-5-yl]ethyl acrylate C(C=C)(=O)OCCC1=CC=2C(=NN(N2)C2=CC3=C(OCO3)C=C2O)C=C1